1-iodo-3,5-dichlorobenzene IC1=CC(=CC(=C1)Cl)Cl